N-cyclohexyl-6-(1H-imidazol-1-yl)pyrazine-2-carboxamide C1(CCCCC1)NC(=O)C1=NC(=CN=C1)N1C=NC=C1